piperidin-3-yl-(4-(5-(trifluoromethyl)pyrimidin-2-yl)piperazin-1-yl)methanone hydrochloride Cl.N1CC(CCC1)C(=O)N1CCN(CC1)C1=NC=C(C=N1)C(F)(F)F